C(C)(C)(C)OC(=O)N(CC#CC1=C(C=CC(=C1)F)NC1=C(C(=O)OC)C=C(C=C1)OC(F)(F)F)C1=NC(=CC=C1[N+](=O)[O-])OC methyl 2-((2-(3-((tert-butoxycarbonyl) (6-methoxy-3-nitropyridin-2-yl) amino)-prop-1-yn-1-yl)-4-fluorophenyl) amino)-5-(trifluoromethoxy)-benzoate